geranyl-orsellinic acid C(\C=C(/C)\CCC=C(C)C)C1=C(C(C(=O)O)=C(C=C1O)C)O